(4S,5R)-(-)-cis-4,5-diphenyl-2-oxazolidinone C1=CC=C(C=C1)[C@H]2[C@H](OC(=O)N2)C3=CC=CC=C3